2-(2,6-Dichlorophenyl)-9-(1-(2-morpholinoethyl)-1H-pyrazol-4-yl)imidazo[2,1-f][1,6]naphthyridine-3-carboxamide ClC1=C(C(=CC=C1)Cl)C=1N=C2C=3C=C(C=NC3C=CN2C1C(=O)N)C=1C=NN(C1)CCN1CCOCC1